trifluoro-methyl-sulfonate ethyl-(((6-hydroxy-5'-methyl-4-pentyl-2'-(prop-1-en-2-yl)-1',2',3',4'-tetrahydro-[1,1'-biphenyl]-2-yl)oxy)(methyl)phosphoryl)-L-alaninate C(C)N([C@@H](C)C(=O)O)P(=O)(C)OC1=C(C(=CC(=C1)CCCCC)O)C1C(CCC(=C1)C)C(=C)C.FC(S(=O)(=O)O)(F)F